BrC1=C(C(=CC(=C1)OC(F)F)C)NN (2-bromo-4-(difluoromethoxy)-6-methylphenyl)hydrazine